FC=1C=C(C=CC1)CNC(=O)C=1C(N(C2=CC(=CC=C2C1C)C(F)(F)F)CCC)=O N-[(3-Fluorophenyl)-methyl]-4-methyl-2-oxo-1-propyl-7-(trifluoromethyl)-1H-quinoline-3-carboxylic acid amide